(5'S,7a'R)-1-benzoyl-5'-(3,5-difluorophenyl)-3-methyltetrahydro-3'H-spiro[piperidine-4,2'-pyrrolo[2,1-b]oxazol]-3'-one C(C1=CC=CC=C1)(=O)N1CC(C2(C(N3[C@H](O2)CC[C@H]3C3=CC(=CC(=C3)F)F)=O)CC1)C